ClC1=NC2=C(C3=CC=CC=C13)N(C1=CC=C(C=C12)OC)CCCN1CCN(CC1)C 5-chloro-8-methoxy-11-(3-(4-methylpiperazin-1-yl)propyl)-11H-indolo[3,2-c]isoquinoline